2,6-diglycidyl-oxymethylstyrene C(C1CO1)OCC1=C(C=C)C(=CC=C1)COCC1CO1